luteolin 4'-O-phosphate P(=O)(O)(O)OC1=C(C=C(C=2OC=3C=C(C=C(C3C(C2)=O)O)O)C=C1)O